5-Methyl-1-(methyl-d3)-4-((2-methyl-4-(4-methyl-1H-imidazol-1-yl)phenyl)sulfonyl)-1,2,3,4-tetrahydroquinoxaline CC1=C2N(CCN(C2=CC=C1)C([2H])([2H])[2H])S(=O)(=O)C1=C(C=C(C=C1)N1C=NC(=C1)C)C